methyl 1-((4-ethoxy-4-oxobutyl)amino)cyclopropane-1-carboxylate C(C)OC(CCCNC1(CC1)C(=O)OC)=O